N-[1-(5-Chlorothiophen-2-ylmethyl)-6-nitro-2,3-dihydro-1H-indol-5-yl]-3,3-dimethylbutyramide ClC1=CC=C(S1)CN1CCC2=CC(=C(C=C12)[N+](=O)[O-])NC(CC(C)(C)C)=O